N4-(3-bromophenyl)-1,3,5-triazaspiro[5.5]undeca-1,3-diene-2,4-diamine BrC=1C=C(C=CC1)NC1=NC(=NC2(N1)CCCCC2)N